(4S)-4-Amino-5-(4-{[(9H-fluoren-9-ylmethoxy)carbonyl]amino}phenyl)-2,2-dimethylpentanoic acid N[C@H](CC(C(=O)O)(C)C)CC1=CC=C(C=C1)NC(=O)OCC1C2=CC=CC=C2C=2C=CC=CC12